2-(Methylsulfanyl)-1-(2-(5-phenyl-1H-imidazol-2-yl)pyrrolidin-1-yl)propan-1-one tert-butyl-4-[1-benzyl-5-[(E)-3-methoxy-3-oxo-prop-1-enyl]pyrazol-3-yl]-3-oxo-piperazine-1-carboxylate C(C)(C)(C)OC(=O)N1CC(N(CC1)C1=NN(C(=C1)\C=C\C(=O)OC)CC1=CC=CC=C1)=O.CSC(C(=O)N1C(CCC1)C=1NC(=CN1)C1=CC=CC=C1)C